NC=1N=C(C=C2C=CN=CC12)C=1C=NC=CC1CCO 8-amino-6-(4-(2-hydroxyethyl)pyridin-3-yl)-2,7-naphthyridine